COC(C(CN1C(N(C2=C1C=C(C=C2)[N+](=O)[O-])C)=O)C)=O 2-methyl-3-(3-methyl-6-nitro-2-oxo-benzoimidazol-1-yl)propionic acid methyl ester